2-[[(1R)-1-Phenylethyl]amino]-3-[1-(trifluoromethyl)cyclopropyl]propanenitrile C1(=CC=CC=C1)[C@@H](C)NC(C#N)CC1(CC1)C(F)(F)F